ClC1=CC=C(NC(C(=O)O)=O)C=C1 2-(4-chloroanilino)-2-oxo-acetic acid